FC(OC=1N=CC(=NC1)N[C@@H]1C[C@H](CC1)NC1=CC=C(C=N1)N1C(C(=CC=C1)OC)=O)F 6'-(((1S,3S)-3-((5-(Difluoromethoxy)pyrazin-2-yl)amino)cyclopentyl)amino)-3-methoxy-2H-[1,3'-bipyridin]-2-one